FC(C=1C=C(C[C@H](N)C(=O)O)C=CC1)(F)F m-trifluoromethyl-L-phenylalanine